C1(CC1)COC1=C(N)C=CC(=C1)C(F)(F)F 2-(Cyclopropylmethoxy)-4-(trifluoromethyl)aniline